FC(C1=CC=CC(=N1)C(=O)NC1=CC2=CN(N=C2C=C1C(=O)OC)CCC(C)(C)O)F methyl 5-({[6-(difluoromethyl)pyridin-2-yl]carbonyl}amino)-2-(3-hydroxy-3-methylbutyl)-2H-indazole-6-carboxylate